FC1=C(C=C(C=C1)N(C(=O)C=1C=C(C2=C(N(C=N2)C=2C=CC(=NC2)NC(OCC)=O)C1)C)C)OC ethyl N-[5-[6-[(4-fluoro-3-methoxy-phenyl)-methyl-carbamoyl]-4-methyl-benzimidazol-1-yl]-2-pyridyl]carbamate